C1=CC=CC=2C3=CC=CC=C3N(C12)C=1C=CC=2N(C3=CC=C(C=C3C2C1)N1C2=CC=CC=C2C=2C=CC=CC12)C1=CC=C(C=C1)C1=C(C(=CC(=C1)C1=NC=CC=C1)C1=CC=C(C=C1)N1C2=CC=C(C=C2C=2C=C(C=CC12)N1C2=CC=CC=C2C=2C=CC=CC12)N1C2=CC=CC=C2C=2C=CC=CC12)C#N 4,4''-di(9'H-[9,3':6',9''-tercarbazol]-9'-yl)-5'-(pyridin-2-yl)-[1,1':3',1''-terphenyl]-2'-carbonitrile